CC1(OB(OC1(C)C)CCCC12CCN(C2(CC1)C(=O)OC)C(=O)OCC1=CC=CC=C1)C 2-benzyl 1-methyl 5-(3-(4,4,5,5-tetramethyl-1,3,2-dioxaborolan-2-yl)propyl)-2-azabicyclo[3.2.0]heptane-1,2-dicarboxylate